1-(2-(N-(2-hydroxyethyl)acetamino)ethyl)-1H-1,2,4-triazole-3-carboxamide OCCN(C(=O)C)CCN1N=C(N=C1)C(=O)N